Cl.ClC=1C(=C(C=CC1F)NCC=1C=NC(=C(C1)Cl)C(F)(F)F)F (3-chloro-2,4-difluorophenyl)(5-chloro-6-(trifluoromethyl)pyridin-3-yl)methylamine HCl